C(C1=CC=CC=C1)OC1=NC(=CC=C1C1=NN(C2=CC(=C(C=C12)F)C=1CCNCC1)C)OCC1=CC=CC=C1 3-(2,6-bis(benzyloxy)pyridin-3-yl)-5-fluoro-1-methyl-6-(1,2,3,6-tetrahydropyridin-4-yl)-1H-indazole